Diethyl 1-[2-(3-chloro-4-methylphenyl)-2-oxoethyl]-4-methyl-1H-pyrazole-3,5-dicarboxylate ClC=1C=C(C=CC1C)C(CN1N=C(C(=C1C(=O)OCC)C)C(=O)OCC)=O